COO[C@H]1[C@@H](O[C@@H]([C@H]1O)CO)C1=CNC(=O)NC1=O 2'-O-methoxypseudouridine